N,N'-diethyl-N,N'-diethyl-ethylenediamine C(C)N(CCN(CC)CC)CC